1-bromo-1,1,2,2-tetrafluoroethane BrC(C(F)F)(F)F